CC=1C=C(C(=O)N)C=CC1NC1=NC=C(C(=N1)NCC1=NC=CN=C1N(S(=O)(=O)C)C)C(F)(F)F 3-methyl-4-({4-[({3-[methyl(methylsulfonyl)amino]pyrazin-2-yl}methyl)amino]-5-(trifluoromethyl)pyrimidin-2-yl}amino)benzamide